C(C1=CC=CC=C1)(=S)SCC(C)(C)C1=CC=C(C=C1)C(C)(C)CSC(C1=CC=CC=C1)=S 1,4-bis-(2-(thiobenzoylthiomethyl)propan-2-yl)benzene